C1(=C(C=CC=C1)C1=C2C=CCC2=CC=C1)C1=CC=CC=C1 4-([1,1'-biphenyl]-2-yl)-1H-indene